2-(trifluoromethyl)-quinolin-7-ol FC(C1=NC2=CC(=CC=C2C=C1)O)(F)F